2-((4-((1-acetylazetidin-3-yl)amino)phenyl)amino)quinazolin C(C)(=O)N1CC(C1)NC1=CC=C(C=C1)NC1=NC2=CC=CC=C2C=N1